3-(1-oxo-6-(2,7-diazaspiro[3.5]nonan-2-yl)isoindolin-2-yl)piperidine-2,6-dione O=C1N(CC2=CC=C(C=C12)N1CC2(C1)CCNCC2)C2C(NC(CC2)=O)=O